C(=C)OC(CCCC(C)(C)C)=O.C(#C)[C@]1([C@H]([C@@H]([C@@H](O1)N1C(NC(C(=C1)C)=O)=O)F)O)CO 1-[(2R,3S,4R,5R)-5-ethynyl-3-fluoro-4-hydroxy-5-(hydroxymethyl)oxolan-2-yl]-5-methyl-3H-pyrimidine-2,4-dione vinyl-5,5-dimethylcaproate